FC(OC=1C=C(C=C(C1)C1=CN=C2N1C=CC(=C2)OCCN2CCOCC2)C2(CC2)S(=O)(=O)N)F (3-(difluoromethoxy)-5-(7-(2-morpholinoethoxy)imidazo[1,2-a]pyridin-3-yl)phenyl)cyclopropanesulfonamide